C1(CC1)C1=NC=NC(=C1C1=NC=C2C(=N1)N(N=C2SC)CC2=CC=C(C=C2)C=2N(C=C(N2)C(F)(F)F)CC)OC 6-(4-cyclopropyl-6-methoxypyrimidin-5-yl)-1-(4-(1-ethyl-4-(trifluoromethyl)-1H-imidazol-2-yl)benzyl)-3-(methylsulfanyl)-1H-pyrazolo[3,4-d]pyrimidine